C(C1=CC=CC=C1)OC(=O)C1OCC(C1)NC(=O)[C@]1(CC(=NO1)C1=CC(=CC(=C1)F)F)C 4-[[(5R)-3-(3,5-difluorophenyl)-5-methyl-4H-isoxazole-5-carbonyl]amino]tetrahydrofuran-2-carboxylic acid benzyl ester